C(C)(=O)C1=CC(=NC2=CC=C(C=C12)C(=O)N(CC1=NC=C(C=C1)C(F)(F)F)C(C)C1=NC=CC=N1)N 4-acetyl-2-amino-N-(1-(pyrimidin-2-yl)ethyl)-N-((5-(trifluoromethyl)pyridin-2-yl)methyl)quinoline-6-carboxamide